N1=CC=CC=2CCCNC12 5,6,7,8-tetrahydronaphthyridin